5-isopropyl-2-methyl-3-(1H-pyrazol-4-yl)piperazine tert-butyl-2-(4-(2-(4-methylene-5-oxotetrahydrofuran-2-yl)phenyl)-1H-pyrazol-1-yl)acetate C(C)(C)(C)OC(CN1N=CC(=C1)C1=C(C=CC=C1)C1OC(C(C1)=C)=O)=O.C(C)(C)C1NC(C(NC1)C)C=1C=NNC1